(S)-N-((R)-1-(3-(Methoxy-d3)phenyl)ethyl-2,2,2-d3)-2-methylpropane-2-sulfinamide C(OC=1C=C(C=CC1)[C@@H](C([2H])([2H])[2H])N[S@@](=O)C(C)(C)C)([2H])([2H])[2H]